tetrahydro-2H-pyran-2-carboximidamide, hydrochloride salt Cl.O1C(CCCC1)C(N)=N